3,4-diamino-3-C-methyl-2,3,4,6-tetradeoxy-D-gulose N[C@@](CC=O)([C@H]([C@H](O)C)N)C